potassium α-L-guluronate O[C@H]1[C@@H](O)[C@@H](O)[C@H](O)[C@@H](O1)C(=O)[O-].[K+]